(1R,3R)-4-aminoadamantane-1-ol hydrochloride Cl.NC1[C@H]2CC3(CC(CC1C3)C2)O